tert-butyl 3-bromo-2-((4-chloro-2-fluorobenzyl)oxy)-5,6-dihydro-1,7-naphthyridine-7(8H)-carboxylate BrC=1C(=NC=2CN(CCC2C1)C(=O)OC(C)(C)C)OCC1=C(C=C(C=C1)Cl)F